NC1=C2C(=C(N=N1)OC1CS(CC1)(=O)=O)N(C(=N2)CCCC)CC2=CC=C(C=C2)OC 3-((4-amino-2-butyl-1-(4-methoxybenzyl)-1H-imidazo[4,5-d]pyridazin-7-yl)oxy)tetrahydrothiophene 1,1-dioxide